4-((2-(3-(2-(tert-Butylamino)-2-oxoethoxy)phenyl)thieno[3,2-d]pyrimidin-4-yl)amino)-N-methylbenzamide C(C)(C)(C)NC(COC=1C=C(C=CC1)C=1N=C(C2=C(N1)C=CS2)NC2=CC=C(C(=O)NC)C=C2)=O